C[Si](C1C=C(CCC1)C1=CC=CC=C1)(C)C trimethyl(3-phenyl-2-cyclohexen-1-yl)silane